tert-butyl (2Z)-2-[4-(tert-butoxycarbonylamino)-1-(2,6-dibenzyloxy-3-pyridyl)-2-oxo-indolin-3-ylidene]acetate C(C)(C)(C)OC(=O)NC1=C2/C(/C(N(C2=CC=C1)C=1C(=NC(=CC1)OCC1=CC=CC=C1)OCC1=CC=CC=C1)=O)=C/C(=O)OC(C)(C)C